NC1=C(C=2C(=NC=C(N2)C(=O)NC=2C=NC=CC2)N1C1=C(C(=CC=C1C)OC)C)C(=O)N 6-amino-5-(3-methoxy-2,6-dimethyl-phenyl)-N2-(3-pyridyl)pyrrolo[2,3-b]pyrazine-2,7-dicarboxamide